COC1=C(C(=CC=C1)OC)N1C(=NC=2C1=NC(=C(N2)C=C)CS(=O)(=O)N)C2=NC(=CC=C2)OCC (1-(2,6-Dimethoxyphenyl)-2-(6-ethoxypyridin-2-yl)-5-vinyl-1H-imidazo[4,5-b]pyrazin-6-yl)methanesulfonamide